C1(=CC=C(C=C1)CN1C(C2N(CCN(C2)CC=2C3=CC=CC=C3C=C3C=CC=CC23)C(C1)=O)=O)C1=CC=CC=C1 8-([1,1'-biphenyl]-4-ylmethyl)-2-(anthracen-9-ylmethyl)hexahydro-2H-pyrazino[1,2-a]pyrazine-6,9-dione